P(=O)(OC[N+]1=C(C(=CC=C1)C1=CC(=NO1)CC=1C=NC(=CC1)N1CCOCC1)N)(O)[O-] (2-amino-3-(3-((6-morpholinopyridin-3-yl)methyl) isoxazol-5-yl)pyridin-1-ium-1-yl)methyl hydrogen phosphate